[Cl-].C(CCC)N1C(=NC=C1)C 1-butyl-2-methylimidazole chloride salt